C(C)(C)(C)OC1=CC=C(C=C1)C1=CN=CC(=N1)C(=O)N/N=C/C1=CC(=CC(=C1)OC)OC (E)-6-(4-(tert-butoxy)phenyl)-N'-(3,5-dimethoxybenzylidene)pyrazine-2-carbohydrazide